ClC1=C(C=CC=C1)C1CN(CCN1C(C1=C(C=C(C=C1)[N+](=O)[O-])F)=O)C(=O)OC(C)(C)C tert-butyl 3-(2-chlorophenyl)-4-(2-fluoro-4-nitrobenzoyl)piperazine-1-carboxylate